FC(C(C(C(C(C(C(F)(F)F)(F)F)(F)F)(F)F)(F)F)(C(F)(F)F)F)(F)O perfluoro-2-methyl-2-pentylethyl alcohol